N-hexadecyl-2-phenyl-3-ethoxyquinolin-4-one C(CCCCCCCCCCCCCCC)N1C(=C(C(C2=CC=CC=C12)=O)OCC)C1=CC=CC=C1